C(C)(=O)N\C(=C/C(=O)OC)\CC1=C(C=C(C(=C1)F)F)F methyl (Z)-3-acetamido-4-(2,4,5-trifluorophenyl)-2-butenoate